(4-(((3-(dimethylamino) propoxy) carbonyl) oxy) hexadecyloxy) propane-1,3-diylbis(ethyl octadeca-9,12-dienoate) C(CCC(C(=O)[O-])(CCCCCCC=CCC=CCCCCC)CC)C(C(=O)OOCCCC(CCCCCCCCCCCC)OC(=O)OCCCN(C)C)(CCCCCCC=CCC=CCCCCC)CC